C(C)OC1=C(OCCN2C(=NC3=C2C=CC=C3)C3=NOC(=C3)C3=CC=C(C=C3)OC)C=CC=C1 3-(1-(2-(2-Ethoxyphenoxy)ethyl)-1H-benzo[d]imidazol-2-yl)-5-(4-methoxyphenyl)isoxazole